bis-(2,4,6-trimethylbenzoyl)-phenyl-phosphine oxide CC1=C(C(=O)P(C2=CC=CC=C2)(C(C2=C(C=C(C=C2C)C)C)=O)=O)C(=CC(=C1)C)C